2-cyclopropyl-1-phenylethanol C1(CC1)CC(O)C1=CC=CC=C1